C(C)(C)(C)C1=CC=C(C=C1)C=1C=2N(C3=C(C=C(C=C3N1)C(=O)OC)CO)C=CC2 Methyl 4-(4-(tert-butyl)phenyl)-9-(hydroxymethyl)pyrrolo[1,2-a]quinoxaline-7-carboxylate